C(O)C1=C(O)C=CC(=C1)C(C)(C)C1=CC=C(C=C1)O methylolbisphenol a